6-piperidin-1-ylpyrimidin-2,4-diamin-3-oxid N1(CCCCC1)C1=CC(=[N+](C(=N1)N)[O-])N